FC1=C(C=CC(=C1)C1C(COC2=CC(=CC=C12)O)C1=C(C=C(C=C1)F)C)N1CCC(CC1)CN1CCN(CC1)C=1C=C2CN(C(C2=CC1)=O)C1C(NC(CC1)=O)=O 3-(5-(4-((1-(2-fluoro-4-(3-(4-fluoro-2-methylphenyl)-7-hydroxychroman-4-yl)phenyl)piperidin-4-yl)methyl)piperazin-1-yl)-1-oxoisoindolin-2-yl)piperidine-2,6-dione